4-bromo-2-((4-chlorobenzyl)oxy)benzaldehyde BrC1=CC(=C(C=O)C=C1)OCC1=CC=C(C=C1)Cl